Br.CC=1C=C(CN2C(NCC2)=N)C=CC1 1-(3-methylbenzyl)imidazolin-2-imine Hydrobromide